3-amino-3-{[3-(cyclopentyloxy)-2-methyl-3-oxopropyl]carbamoyl}propanoic acid NC(CC(=O)O)C(NCC(C(=O)OC1CCCC1)C)=O